(S)-2-((6-(6-methoxypyridin-3-yl)quinazolin-4-yl)amino)-1-(4-methylpiperazin-1-yl)butan-1-one COC1=CC=C(C=N1)C=1C=C2C(=NC=NC2=CC1)N[C@H](C(=O)N1CCN(CC1)C)CC